C(C)C(COC(\C(\C)=C\C(=O)O)=O)CCCC mesaconic acid mono(2-ethylhexyl) ester